CC1=C(CC=CC1)C 1,2-Dimethyl-1,4-cyclohexadiene